N-(6-((3,5-Difluorophenyl)amino)-1H-pyrazolo[3,4-b]pyridin-3-yl)-4-(1-methylpiperidin-4-yl)benzamid FC=1C=C(C=C(C1)F)NC1=CC=C2C(=N1)NN=C2NC(C2=CC=C(C=C2)C2CCN(CC2)C)=O